(S)-1-(4-((3-(4-(4-(2-amino-4-(difluoromethyl)pyrimidin-5-yl)-6-(3-methylmorpholino)-1,3,5-triazin-2-yl)piperazin-1-yl)-3-oxopropoxy)methyl)piperidin-1-yl)prop-2-en-1-one NC1=NC=C(C(=N1)C(F)F)C1=NC(=NC(=N1)N1[C@H](COCC1)C)N1CCN(CC1)C(CCOCC1CCN(CC1)C(C=C)=O)=O